Bis(8-(methylthio)octyl)11-(2-(diethylamino)ethyl)-5,17-bis(4-((8-(methylthio)octyl)oxy)-4-oxobutyl)-7,15-dioxo-6,8,14,16-tetraoxa-11-azahenicosandioate CSCCCCCCCCOC(CCCC(OC(OCCN(CCOC(OC(CCCC(=O)OCCCCCCCCSC)CCCC(OCCCCCCCCSC)=O)=O)CCN(CC)CC)=O)CCCC(=O)OCCCCCCCCSC)=O